N1=C(C=NC=C1)CCC(=O)N (pyrazin-2-yl-methyl)-acetamide